C(C#C)C(C(=O)OC)(C(=O)OC)CC#C Dimethyl 2,2-di(2-propynyl)malonate